7-(1-acetylazetidin-3-yl)-1-(cyclopropylmethyl)-1H-indol-2-yl-7-methoxy-1-methyl-1H-benzo[d]imidazole-5-carboxylate C(C)(=O)N1CC(C1)C=1C=CC=C2C=C(N(C12)CC1CC1)OC(=O)C1=CC2=C(N(C=N2)C)C(=C1)OC